2,3-dimethyl-6-[4-methyl-7-[(3R)-1-methyl-3-piperidyl]imidazo[4,5-c]pyridazin-3-yl]phenol CC1=C(C(=CC=C1C)C1=C(C2=C(N=N1)N(C=N2)[C@H]2CN(CCC2)C)C)O